(S)-1-(1H-benzo[d]imidazole-2-carbonyl)-N-(4-fluoro-3-methylphenyl)pyrrolidine-3-carboxamide N1C(=NC2=C1C=CC=C2)C(=O)N2C[C@H](CC2)C(=O)NC2=CC(=C(C=C2)F)C